C(C)(C)(C)[Si](C)(C)OCCC=1NC=CN1 tert-butyl-[2-(1H-imidazol-2-yl)ethoxy]-dimethyl-silane